C(C)OC(=O)C1=NC(=NC=C1F)NC1C2CC3CC(CC1C3)(C2)O 5-fluoro-2-[(5-hydroxyadamantan-2-yl)amino]pyrimidine-4-carboxylic acid ethyl ester